3-hydroxy-4-methoxypyrazole OC1=NNC=C1OC